(S)-4-(cyclopropyl(4-(5,6,7,8-tetrahydro-1,8-naphthyridin-2-yl)butyl)amino)-2-(6-methoxypicolinamido)butanoic acid C1(CC1)N(CC[C@@H](C(=O)O)NC(C1=NC(=CC=C1)OC)=O)CCCCC1=NC=2NCCCC2C=C1